C[Si](O[Si](C)(C)C)(O[Si](C)(C)C)CCCOCCC[Si](O[Si](C)(C)C)(C)O[Si](C)(C)C mono(3-(tetramethyl-1-(trimethylsiloxy)-disiloxanyl)propyl)ether